FC1=C(C=CC(=C1)C1CCN(CC1)C)C=1C=C2C(=CC=NC2=CC1)NC=1C=CC2=C(N=CS2)C1 N-(6-(2-fluoro-4-(1-methylpiperidin-4-yl)phenyl)quinolin-4-yl)benzo[d]thiazol-5-amine